(S)-(1-(3-(1-methyl-1H-pyrazol-4-yl)phenyl)ethyl)carbamic acid tert-butyl ester C(C)(C)(C)OC(N[C@@H](C)C1=CC(=CC=C1)C=1C=NN(C1)C)=O